Cl.C(#N)C=1C=C2C[C@H](COC2=CC1)NC(=O)C1=NN2C(CN(CC2)CC2=CC=C(C=C2)F)=C1 (R)-N-(6-cyanochroman-3-yl)-5-(4-fluorobenzyl)-4,5,6,7-tetrahydropyrazolo[1,5-a]pyrazine-2-carboxamide hydrochloride